N-(2-oxo-1-(1-((2-(trimethylsilyl)ethoxy)methyl)-1H-pyrazol-4-yl)-1,2-dihydropyridin-3-yl)-2H-indazole-5-carboxamide O=C1N(C=CC=C1NC(=O)C1=CC2=CNN=C2C=C1)C=1C=NN(C1)COCC[Si](C)(C)C